O1CCC(CC1)CNC=1N=C(C2=C(N1)CCOC2)NCC2CCOCC2 N2,N4-bis((tetrahydro-2H-pyran-4-yl)methyl)-7,8-dihydro-5H-pyrano[4,3-d]pyrimidine-2,4-diamine